BrC1=CC=C(C=C1)/C(/C(F)(F)F)=N/C1=C(C=CC=C1)N1CCC(CC1)(C)COC (Z)-1-(4-bromophenyl)-2,2,2-trifluoro-N-(2-(4-(methoxymethyl)-4-methylpiperidin-1-yl)phenyl)ethan-1-imine